1-(6,7-dihydro-5H-benzo[6,7]cyclohepta[1,2-c]pyridazin-3-yl)-N3-(8-diethylaminoethyl-9-hydroxy-6,7,8,9-tetrahydro-5H-benzo[7]annulene-2-yl)-1H-1,2,4-triazole-3,5-diamine N1=NC(=CC2=C1C1=C(CCC2)C=CC=C1)N1N=C(N=C1N)NC=1C=CC2=C(C(C(CCC2)CCN(CC)CC)O)C1